(((1R,2S)-2-((R)-1-hydroxybut-3-en-1-yl)-2-methylcyclobutyl)methyl)-3',4,4',5-tetrahydro-2H,2'H-spiro[benzo[b][1,4]oxazepine-3,1'-naphthalene]-7-carboxylic acid O[C@H](CC=C)[C@@]1([C@H](CC1)CC1C2(C3=CC=CC=C3CC1)CNC1=C(OC2)C=CC(=C1)C(=O)O)C